3-Methyl-1-(5-(2-Methylprop-1-en-1-yl)-4-(4-(Trifluoromethyl)Phenyl)Thiazol-2-yl)-1H-Pyrazole-5-Carboxylic Acid CC1=NN(C(=C1)C(=O)O)C=1SC(=C(N1)C1=CC=C(C=C1)C(F)(F)F)C=C(C)C